C(C)(C)(C)OC(=O)N1CCC(CC1)N(C1=CC(=NC=2N1N=CC2C(C)C)C)C(=O)OC(C)(C)C 4-[tert-butyloxycarbonyl-(3-isopropyl-5-methyl-pyrazolo[1,5-a]pyrimidin-7-yl)amino]piperidine-1-carboxylic acid tert-butyl ester